2-[6-(3-aminophenyl)indazol-2-yl]-N-(1-methyl-4-piperidyl)acetamide NC=1C=C(C=CC1)C=1C=CC2=CN(N=C2C1)CC(=O)NC1CCN(CC1)C